C(C)NC1=CC(=CC(=N1)N1C(C2=CC(=CC(=C2C1)C(F)(F)F)CNCC1(CCC1)O)=O)C=1N(N=CC1C1=NN=CN1C)C 2-[6-(Ethylamino)-4-[2-methyl-4-(4-methyl-1,2,4-triazol-3-yl)pyrazol-3-yl]pyridin-2-yl]-6-({[(1-hydroxycyclobutyl)methyl]amino}methyl)-4-(trifluoromethyl)-3H-isoindol-1-one